(R)-(3-(5-cyclopropyl-1,2,4-oxadiazol-3-yl)-8-methyl-5,6-dihydro-[1,2,4]triazolo[4,3-a]pyrazin-7(8H)-yl)(3,4-difluorophenyl)methanone C1(CC1)C1=NC(=NO1)C1=NN=C2N1CCN([C@@H]2C)C(=O)C2=CC(=C(C=C2)F)F